C[C@@H]1CCNC(OCC=2N=C(C=C(C3=NN(C4=CC=C(O1)C=C34)C3OCCCC3)N2)N2CCCC2)=O (13R)-13-methyl-19-(oxan-2-yl)-4-(pyrrolidin-1-yl)-8,14-dioxa-5,10,19,20,23-pentaazatetracyclo[13.5.2.12,6.018,21]tricosa-1(20),2,4,6(23),15,17,21-heptaen-9-one